FC(COC)(F)C=1C(=C(C=CC1)[C@@H](C)NC1=NC(=NC2=CC3=C(C=C12)N(C(C(O3)(C)C)=O)C)C)F (R)-4-((1-(3-(1,1-difluoro-2-methoxyethyl)-2-fluorophenyl)ethyl)amino)-2,6,8,8-tetramethyl-6H-[1,4]oxazino[3,2-g]quinazolin-7(8H)-one